tert-butyl (6-amino-1-hydroxy-1,3-dihydrobenzo[c][1,2]oxaborol-5-yl)methylcarbamate NC=1C(=CC2=C(B(OC2)O)C1)CNC(OC(C)(C)C)=O